L-2,4,6-trimethylpyridine CC1=NC(=CC(=C1)C)C